methyl 5,5,5-trifluoro-2-(((methylsulfonyl)oxy)methyl)pentanoate FC(CCC(C(=O)OC)COS(=O)(=O)C)(F)F